2-((3,4-dihydroisoquinolin-2(1H)-yl)methyl)-5-((2-((1-methyl-1H-pyrazol-4-yl)sulfonyl)-2-azaspiro[3.3]heptan-6-yl)methoxy)-4H-pyran-4-one C1N(CCC2=CC=CC=C12)CC=1OC=C(C(C1)=O)OCC1CC2(CN(C2)S(=O)(=O)C=2C=NN(C2)C)C1